C(C1=CC=CC=C1)NC(=O)[C@]12[C@@H]([C@@H]3[C@H](CN1)[C@@H](CN3CC3=CC=CC=C3)C2)CC2=CC=C(C=C2)O |o1:10,11,12,13,16| (3S*,3aS*,6S*,7R*,7aS*)-N,1-dibenzyl-7-(4-hydroxybenzyl)octahydro-6H-3,6-methanopyrrolo[3,2-c]pyridine-6-carboxamide